C[C@H]1N(CCN(C1)C=1C=C2C(=NC=NC2=CC1)NC1=CC(=C(C=C1)OC1=CC2=C(N(C=N2)C)C=C1)C)C(=O)OC(C)(C)C tert-butyl (2R)-2-methyl-4-[4-({3-methyl-4-[(1-methyl-1,3-benzodiazol-5-yl)oxy]phenyl}amino)quinazolin-6-yl]piperazine-1-carboxylate